(1S,3S)-3-((2-methyl-6-(1-methyl-5-((((3,3,3-trifluoropropoxy)carbonyl)amino)methyl)-1H-1,2,3-triazol-4-yl)pyridin-3-yl)oxy)cyclohexane-1-carboxylic acid CC1=NC(=CC=C1O[C@@H]1C[C@H](CCC1)C(=O)O)C=1N=NN(C1CNC(=O)OCCC(F)(F)F)C